C1(=CC=CC=C1)S(=O)(=O)O.[B] boron phenylsulfonic acid